ethyl 4-bromo-6-ethyl-1,7-naphthyridine-8-carboxylate BrC1=CC=NC2=C(N=C(C=C12)CC)C(=O)OCC